3-[3-(4-Methoxy-benzyl)-3H-imidazo[4,5-b]pyridin-2-yl]-N-(1-methyl-1H-indol-5-ylmethyl)-propionamide COC1=CC=C(CN2C(=NC=3C2=NC=CC3)CCC(=O)NCC=3C=C2C=CN(C2=CC3)C)C=C1